BrC1(CC=C(C=C1)C1=CC=C(N)C=C1)NC1=NC=C(C=C1)Br 4-bromo-N-(5-bromopyridin-2-yl)benzidine